O[C@@H]1[C@@H](O[C@]([C@H]1O)(C)CO)N1C(NC(C=C1)=O)=O 1-((2R,3S,4S,5R)-3,4-dihydroxy-5-(hydroxymethyl)-5-methyltetrahydrofuran-2-yl)pyrimidine-2,4(1H,3H)-dione